FC=1C(=CC2=C(N=C(O2)C2CCN(CC2)C2=C(C(N(C3=CC=CC=C23)C)=O)C(=O)N)C1)F 4-[4-(5,6-difluoro-1,3-benzoxazol-2-yl)piperidin-1-yl]-1-methyl-2-oxo-1,2-dihydroquinoline-3-carboxamide